COC(=O)C=1C=CC(N(C1)CCCCCC(=O)O)=O 6-(5-(Methoxycarbonyl)-2-oxopyridin-1(2H)-yl)hexanoic acid